N-(4-(4-amino-7-(3-hydroxycyclohexyl)-7H-pyrrolo[2,3-d]pyrimidin-5-yl)benzyl)-5-fluoro-2-methoxybenzamide NC=1C2=C(N=CN1)N(C=C2C2=CC=C(CNC(C1=C(C=CC(=C1)F)OC)=O)C=C2)C2CC(CCC2)O